(3-methyl-1,2,4-oxadiazol-5-yl)-6-[4-(1H-pyrazol-1-yl)piperidin-1-yl]-2-azaspiro[3.3]heptane CC1=NOC(=N1)C1NCC12CC(C2)N2CCC(CC2)N2N=CC=C2